SCCC(=O)OCC(COC(CCS)=O)(COCC(COC(CCS)=O)(COC(CCS)=O)CO)CO dipentaerythritol tetra(3-mercaptopropionate)